COC=1C=C2C=3[C@@H](CCCC3N(C2=CC1)S(=O)(=O)C1=CC=C(C)C=C1)N[S@](=O)C(C)(C)C (R)-N-((R)-6-methoxy-9-p-toluenesulfonyl-2,3,4,9-tetrahydro-1H-carbazol-4-yl)-2-methylpropan-2-sulfinamide